N-[(1S)-1-(1-bicyclo[1.1.1]pentanylmethyl)-2-[2-[(2R)-2-chloro-2-fluoro-acetyl]-2-[[(3S)-2-oxopyrrolidin-3-yl]methyl]hydrazino]-2-oxo-ethyl]-5-(trifluoromethyl)isoxazole-3-carboxamide C12(CC(C1)C2)C[C@@H](C(=O)NN(C[C@H]2C(NCC2)=O)C([C@H](F)Cl)=O)NC(=O)C2=NOC(=C2)C(F)(F)F